CC1=CC=2N(C=C1)N=CC2C(=O)NC2CCC1=CC(=CC=C21)C2=NOC(=C2)C 5-methyl-N-(5-(5-methylisoxazol-3-yl)-2,3-dihydro-1H-inden-1-yl)pyrazolo[1,5-a]pyridine-3-carboxamide